N-(2-hydroxyethyl)histidinamide OCCNC([C@@H](N)CC1=CNC=N1)=O